OCC1C2C3C(CC(C2CC1)C3)CO 3,9-dihydroxymethyltricyclo[5.2.1.02,6]decane